BrC=1C(=C(C=CC1)C=1N(C2=NC=NC(=C2N1)OC1(CC1)C)CC1=C(C=CC(=C1)Cl)OC)Cl 8-(3-bromo-2-chlorophenyl)-9-(5-chloro-2-methoxybenzyl)-6-(1-methylcyclopropoxy)-9H-purine